4,5,6-trinitrometa-xylene [N+](=O)([O-])C1=C(C=C(C(=C1[N+](=O)[O-])[N+](=O)[O-])C)C